ClC=1C=C2CCO[C@@H](C2=CC1)[C@@H]1NCCC1 (R)-2-((S)-6-chloroisochroman-1-yl)pyrrolidine